3-(((4-(methoxy)-2,3,5,6-tetrafluorophenoxy)methyl)thio)-5,5-dimethyl-4,5-dihydroisoxazole COC1=C(C(=C(OCSC2=NOC(C2)(C)C)C(=C1F)F)F)F